8-tetrahydrofuran-2-yloxymethyloxycarbonyl-tetracyclo[4.4.0.12,5.17,10]-3-dodecene O1C(CCC1)OCOC(=O)C1C2C3C4C=CC(C3C(C1)C2)C4